dicyclohexyl-bis-(2-methoxyethoxy)silane C1(CCCCC1)[Si](OCCOC)(OCCOC)C1CCCCC1